2-Methyl-(2R)-4-(5-chloropyrimidin-2-yl)-4-hydroxypiperidine-1,2-dicarboxylic acid tert-butyl ester C(C)(C)(C)OC(=O)N1[C@](CC(CC1)(O)C1=NC=C(C=N1)Cl)(C(=O)O)C